C1(=CC=CC2=CC3=CC=CC=C3C=C12)C(=O)Cl anthracoyl chloride